C(CCC)OC(=O)N1C2CN(CC1C(C2)O[Si](CC)(CC)CC)CC2=C(C=C(C=C2)OC)OC butyl-3-(2,4-dimethoxybenzyl)-6-((triethylsilyl)oxy)-3,8-diazabicyclo[3.2.1]octane-8-carboxylate